N-{(6R)-7,7-difluoro-3-oxo-2-[6-(trifluoromethoxy)-4-(2,4,6-trifluorophenyl)-1,2-benzoxazol-3-yl]-2,5,6,7-tetrahydro-3H-pyrrolo[1,2-c]imidazol-6-yl}methanesulfonamide FC1([C@@H](CN2C(N(C=C21)C2=NOC1=C2C(=CC(=C1)OC(F)(F)F)C1=C(C=C(C=C1F)F)F)=O)NS(=O)(=O)C)F